2,4-diamino-purine NC=1N=CC2=NC=NC2(N1)N